FC1=C(C(=C(C(=C1[B-](C1=C(C(=C(C(=C1F)F)F)F)F)(C1=C(C(=C(C(=C1F)F)F)F)F)C1=C(C(=C(C(=C1F)F)F)F)F)F)F)F)F.COC[P+](C1=CC=CC=C1)(C1=CC=CC=C1)C1=CC=CC=C1 (methoxymethyl)triphenylphosphonium tetrakis(pentafluorophenyl)borate